P(=O)(OCN1C(C=CC(=C1C)N1CN(C2=CC(=C(C=C2C1=O)F)Cl)C1=C(C(=C(C=C1)F)F)C)=O)(O)O (5-(7-Chloro-1-(3,4-difluoro-2-methylphenyl)-6-fluoro-4-oxo-1,4-dihydroquinazolin-3(2H)-yl)-6-methyl-2-oxopyridin-1(2H)-yl)methyl dihydrogen phosphate